FC(C(=O)O)(F)F.N1=CN=C(C2=C1NC=C2)C=2C=NN(C2)[C@H](CC#N)C (3S)-3-[4-(7H-pyrrolo[2,3-d]pyrimidin-4-yl)-1H-pyrazol-1-yl]butanenitrile trifluoroacetate salt